O1CC(CCC1)N tetrahydropyran-3-yl-amine